C1(CC1)C1=NC=NC(=C1C=1N=C(C2=C(N1)N=CC=C2)OCC2=CC=C(C=C2)C=2N(C=C(N2)C(F)(F)F)C2CC2)OC(F)F 2-[4-cyclopropyl-6-(difluoromethoxy)pyrimidin-5-yl]-4-[[4-[1-cyclopropyl-4-(trifluoromethyl)imidazol-2-yl]phenyl]methoxy]pyrido[2,3-d]pyrimidine